N-(3-amino-4-(2-chloro-5-fluorophenoxy)-7-(3-hydroxyprop-1-yn-1-yl)-1-methyl-1H-indazol-5-yl)-3-fluoro-5-(trifluoromethyl)benzamide NC1=NN(C2=C(C=C(C(=C12)OC1=C(C=CC(=C1)F)Cl)NC(C1=CC(=CC(=C1)C(F)(F)F)F)=O)C#CCO)C